N-(aminoethyl)-γ-aminopropyl-methyl-trimethoxysilane NCCNCCCCO[Si](OC)(OC)C